Cl.N1C=CC2=CC=C(C=C12)C1=NC(=NO1)C1=CC=C(C=C1)C[C@@H](C(=O)O)N (S)-3-(4-(5-(1H-indol-6-yl)-1,2,4-oxadiazol-3-yl)phenyl)-2-aminopropanoic acid hydrochloride